2-[4,7-dichloro-6-[4-[(3S,4S)-1-ethyl-3-fluoro-4-piperidinyl]phenyl]indazol-2-yl]-2-[(6R)-6-fluoro-6,7-dihydro-5H-pyrrolo[1,2-c]imidazol-1-yl]-N-thiazol-2-yl-acetamide ClC=1C2=CN(N=C2C(=C(C1)C1=CC=C(C=C1)[C@H]1[C@@H](CN(CC1)CC)F)Cl)C(C(=O)NC=1SC=CN1)C1=C2N(C=N1)C[C@@H](C2)F